ClC1=C(C=CC(=C1)Cl)C=1CCCC2=C(C1C1=CC=C(C=C1)O[C@@H]1CN(CC1)CCCF)C=CC(=C2)C(=O)N (S)-8-(2,4-dichlorophenyl)-9-(4-((1-(3-fluoropropyl)pyrrolidin-3-yl)oxy)phenyl)-6,7-dihydro-5H-benzo[7]annulene-3-carboxamide